C(C)(C)(C)OC(=O)N1CCC(CC1)NC=1C2=CN(N=C2C(=CC1)C(=O)OC)C methyl 4-{[1-(tert-butoxycarbonyl)piperidin-4-yl]amino}-2-methylindazole-7-carboxylate